BrC=1C=NN2C1N=C(N=C2NCC2=CC=C(C=C2)NC(CC)=O)N2C[C@@H](CC2)O (R)-N-(4-(((8-Bromo-2-(3-hydroxypyrrolidin-1-yl)pyrazolo[1,5-a][1,3,5]triazin-4-yl)amino)methyl)phenyl)propanamide